CC1=C(C#N)C=CC=C1[C@@H](C)NC1=NN=C(C2=CC=3N=C(C(N(C3C=C21)C)=O)C)C (R)-2-methyl-3-(1-((2,4,9-trimethyl-3-oxo-3,4-dihydropyridazino[4,5-g]quinoxalin-6-yl)amino)ethyl)benzonitrile